6-(1-methylcyclobutyl)-N4-(2,3,5,6-tetrafluorophenyl)-1,3,5-Triazine-2,4-diamine CC1(CCC1)C1=NC(=NC(=N1)N)NC1=C(C(=CC(=C1F)F)F)F